3-fluoro-7-[(5'S,7a'R)-3'-oxo-5'-phenyltetrahydro-1H,3'H-spiro[piperidine-4,2'-pyrrolo[2,1-b][1,3]oxazol]-1-yl]pyrazolo[1,5-a]pyridine-4-carbonitrile FC=1C=NN2C1C(=CC=C2N2CCC1(C(N3[C@H](O1)CC[C@H]3C3=CC=CC=C3)=O)CC2)C#N